C(C)(C)(C)N1CCCC(C1)C tert-butyl-5-methyl-1,3,4,5-tetrahydro-2H-pyridine